trans-2-penten-4-ynoic acid C(\C=C\C#C)(=O)O